C1=CC=C(C=C1)C(COCC(=O)N[C@@H](CCCN=C(N)N)C(=O)O)C2=CC=CC=C2 N2-[(2,2-Diphenylethoxy)acetyl]-L-arginine